COC=1C=C2C(=CC=NC2=CC1OC)OC=1C=NC(=NC1)NC(=O)C1=NN(C=C(C1=O)C1=CC=C(C=C1)C)C1CCOCC1 N-(5-((6,7-dimethoxyquinolin-4-yl)oxy)pyrimidin-2-yl)-4-oxo-1-(tetrahydro-2H-pyran-4-yl)-5-(p-tolyl)-1,4-dihydropyridazine-3-carboxamide